(S)-7-(5-chloro-3-methyl-2-(piperidin-3-yloxy)phenyl)-2,3-dimethyl-3H-imidazo[4,5-b]pyridine ClC=1C=C(C(=C(C1)C1=C2C(=NC=C1)N(C(=N2)C)C)O[C@@H]2CNCCC2)C